C(C)(C)C1NCCC2=CC=C(C=C12)C1(NC=CC(=N1)NC1CCN(CC1)S(=O)(=O)C)N 2-(1-isopropyl-1,2,3,4-tetrahydroisoquinolin-7-yl)-N4-(1-(methylsulfonyl)piperidin-4-yl)pyrimidine-2,4-diamine